ethyl propionate-sodium salt [Na].C(CC)(=O)OCC